(S)-N-(1-(1-(4-fluorophenyl)-1H-indazol-5-yl)pyrrolidin-3-yl)methanesulfonamide FC1=CC=C(C=C1)N1N=CC2=CC(=CC=C12)N1C[C@H](CC1)NS(=O)(=O)C